ClC=1C=NC=CC1C1N(CCN(C1)C)C(=O)C1=C(C=C(C=C1)NC(=O)C1CC1)N1CCCC1 N-[4-[2-(3-chloropyridin-4-yl)-4-methylpiperazine-1-carbonyl]-3-pyrrolidin-1-ylphenyl]cyclopropanecarboxamide